2-chloro-3-(2,6-difluorobenzyl)-5-methyl-aniline ClC1=C(N)C=C(C=C1CC1=C(C=CC=C1F)F)C